5-chloro-3-fluoro-6-methoxy-pyridin-2-amine ClC=1C=C(C(=NC1OC)N)F